4-(6-chloro-3-(hydroxymethyl)benzofuran-5-yl)benzonitrile ClC1=CC2=C(C(=CO2)CO)C=C1C1=CC=C(C#N)C=C1